OC1=C(C=CC=C1)C=CC(C)=O 4-(2-hydroxyphenyl)-3-butene-2-one